[Si](C1=CC=CC=C1)(C1=CC=CC=C1)(C(C)(C)C)OCCCCCCCCC(CCCC(C)C)O 14-((tert-butyldiphenylsilyl)oxy)-2-methyltetradecan-6-ol